(2S,3r)-2-methylazetidin-3-ol (7,7-dimethyl-2-oxobicyclo[2.2.1]hept-1-yl)methanesulfonate CC1(C2(C(CC1CC2)=O)CS(=O)(=O)O[C@H]2[C@@H](NC2)C)C